CN(CCC1=CNC2=CC=CC(=C12)OC(CCC(=O)OC1=C2C(=CNC2=CC=C1)CCN(C)C)=O)C.ClC1=NN(C=C1C1=NC=CC(=N1)NC=1N=CC2=C(C=CC(=C2C1)C(C)C)N1CC(C1)NS(=O)(=O)C)C N-(1-(3-((2-(3-chloro-1-methyl-1H-pyrazol-4-yl)pyrimidin-4-yl)amino)-5-isopropylisoquinolin-8-yl)azetidin-3-yl)methanesulfonamide bis(3-(2-(dimethylamino)ethyl)-1H-indol-4-yl)succinate